N1(CCC1)C1=CC=C2C3(CC=4C(=NOC4C2=C1)NS(=O)(=O)C1=CC(=C(C(=O)NC)C=C1OC)C)CC3 4-(N-(8'-(azetidin-1-yl)-4'H-spiro[cyclopropane-1,5'-naphtho[2,1-d]isoxazol]-3'-yl)sulfamoyl)-5-methoxy-N,2-dimethylbenzamide